ClC1=C(N)C=C(C=C1)CO 2-chloro-5-(hydroxymethyl)aniline